C(C1=CC=CC=C1)N1C(C2(C1)C[C@@H]([C@H](C2)O)NS(=O)(=O)C2=CC=C(C=C2)OC(F)(F)F)C(C)C N-((6s,7s)-2-benzyl-7-hydroxy-1-isopropyl-2-azaspiro[3.4]oct-6-yl)-4-(trifluoromethoxy)benzenesulfonamide